(1'R,2'R)-4-(1-(1H-1,2,4-Triazol-1-yl)ethyl)-5'-methyl-2'-(prop-1-en-2-yl)-1',2',3',4'-tetrahydro-[1,1'-biphenyl]-2,6-diol N1(N=CN=C1)C(C)C=1C=C(C(=C(C1)O)[C@H]1[C@@H](CCC(=C1)C)C(=C)C)O